C(C1=CC=CC=C1)OC(NC1=CC(=C(C=C1)C)C=O)=O (3-FORMYL-4-METHYL-PHENYL)-CARBAMIC ACID BENZYL ESTER